pyrrole-1,2-dicarboxylic acid N1(C(=CC=C1)C(=O)O)C(=O)O